6-(4-chlorophenyl)-3-(1-methyl-1H-pyrazol-4-yl)pyrimidine-2,4(1H,3H)-dione ClC1=CC=C(C=C1)C1=CC(N(C(N1)=O)C=1C=NN(C1)C)=O